2-methoxy-4-methyl-6-(2-methyl-2H-indazol-5-yl)quinoline COC1=NC2=CC=C(C=C2C(=C1)C)C1=CC2=CN(N=C2C=C1)C